C(C)(C)C1=C(C=CC=C1)C 2-Isopropyltoluol